FC(C(=O)O)(F)F.CC1(C2C(N(C(C12)=O)CC1=CC2=NC=CC(=C2S1)C1=CC(=NC(=C1C(=O)N1C[C@@H](CC1)O)C)C#N)=O)C 4-(2-((6,6-dimethyl-2,4-dioxo-3-azabicyclo[3.1.0]hexan-3-yl)methyl)thieno[3,2-b]pyridin-7-yl)-5-((R)-3-hydroxypyrrolidine-1-carbonyl)-6-methylpicolinonitrile 2,2,2-trifluoroacetate